FC=1C=NC=CC1NC1=NC=C(C(=N1)NC=1C=CC2=C(NC(O2)=O)C1)C N2-(3-fluoropyridin-4-yl)-5-methyl-N4-(2-oxo-2,3-dihydro-1,3-benzoxazol-5-yl)-2,4-pyrimidinediamine